9-(5-methylpyridin-2-yl)-2-morpholino-9H-purine CC=1C=CC(=NC1)N1C2=NC(=NC=C2N=C1)N1CCOCC1